OC1C2(OC(C1OC2)N2C(N=C(C(=C2)C)NC(C2=CC=CC=C2)=O)=O)CS N-{1-[7-hydroxy-1-(sulfanylmethyl)-2,5-dioxabicyclo[2.2.1]heptan-3-yl]-5-methyl-2-oxo-1,2-dihydropyrimidin-4-yl}benzamide